3-(1-methylpyrrolidin-2-yl)acrylic acid CN1C(CCC1)C=CC(=O)O